2-((1S,2S)-2-(2-isopropylphenyl)cyclopentyl)-2,7-diazaspiro[3.5]nonane-7-carboxylic acid tert-butyl ester C(C)(C)(C)OC(=O)N1CCC2(CN(C2)[C@@H]2[C@@H](CCC2)C2=C(C=CC=C2)C(C)C)CC1